CC1=NNC(=C1C1=CC=C(C=C1)NC(=O)[C@H]([C@H](CC)C)NC(=O)C=1N(N=CC1)CC)C N-[(1S,2s)-1-[[4-(3,5-dimethyl-1H-pyrazol-4-yl)phenyl]carbamoyl]-2-methyl-butyl]-2-ethyl-pyrazole-3-carboxamide